C(C1=CC=CC=C1)N1C[C@@H]([C@]2(CC1)NC(C1=CC=CC=C1C2)=O)OCC2=CC=CC=C2 (3S,3'S)-1'-benzyl-3'-(benzyloxy)-2H-spiro[isoquinoline-3,4'-piperidine]-1(4H)-one